Bicyclo[3.1.0]Hexan-6-carboxylic acid C12CCCC2C1C(=O)O